methyl-tetrabutylammonium CC(CCC)[N+](CCCC)(CCCC)CCCC